magnesium tri-citrate C(CC(O)(C(=O)O)CC(=O)[O-])(=O)[O-].C(CC(O)(C(=O)O)CC(=O)O)(=O)O.C(CC(O)(C(=O)O)CC(=O)O)(=O)O.[Mg+2]